FC=1C=C(C=NC1)[C@H](CNC(CC1CCC(CC1)NS(=O)(=O)CCC)(C)C)O N-((1S,4s)-4-(2-(((R)-2-(5-Fluoropyridin-3-yl)-2-hydroxyethyl)amino)-2-methylpropyl)cyclohexyl)propane-1-sulfonamide